1,3-dibromo-5-(3-methoxypropoxy)benzene BrC1=CC(=CC(=C1)OCCCOC)Br